NCC1=NNC(C2=CC=C(C=C12)C=1C=NN(C1C1=C(C#N)C(=CC(=C1F)C#CC1CN(CC1)C)OC1CC1)C)=C=O (4-(4-(aminomethyl)-1-carbonyl-1,2-dihydro-phthalazin-6-yl)-1-methyl-1H-pyrazol-5-yl)-6-cyclopropoxy-3-fluoro-4-((1-methylpyrrolidin-3-yl)ethynyl)benzonitrile